N-(3-(5-chloro-2-methoxyphenyl)-1-(2-(3,4-dihydroxy-2-(hydroxymethyl)pyrrolidin-1-yl)-2-oxoethyl)-1H-pyrazol-4-yl)pyrazolo[1,5-a]pyrimidine-3-carboxamide ClC=1C=CC(=C(C1)C1=NN(C=C1NC(=O)C=1C=NN2C1N=CC=C2)CC(=O)N2C(C(C(C2)O)O)CO)OC